5-bromo-2-fluoro-4-methylpyridine BrC=1C(=CC(=NC1)F)C